4-[4-benzyloxy-1-(3,4-difluorophenyl)-2-(trifluoromethyl)indol-3-yl]Benzoic acid C(C1=CC=CC=C1)OC1=C2C(=C(N(C2=CC=C1)C1=CC(=C(C=C1)F)F)C(F)(F)F)C1=CC=C(C(=O)O)C=C1